3-(4-chlorophenyl)-1-isopropyl-3-methylpyrrolidine ClC1=CC=C(C=C1)C1(CN(CC1)C(C)C)C